ethyl (R)-2-(1-(3-ethyl-5-(5-(hydroxymethyl)-1-methyl-1H-1,2,3-triazol-4-yl)pyrazin-2-yl)piperidin-3-yl)acetate C(C)C=1C(=NC=C(N1)C=1N=NN(C1CO)C)N1C[C@H](CCC1)CC(=O)OCC